IC1=C(C=C(C=C1)C1=CC=CC=C1)N(C(C1=CC=CC=C1)=O)OC N-(4-iodo-[1,1'-biphenyl]-3-yl)-N-methoxybenzamide